tert-butyl {2-[(4'-{[2-(2-cyclopropylmorpholin-4-yl)-7-oxo-6-(propan-2-yl)-6,7-dihydro-5H-pyrrolo[3,4-d]-pyrimidin-4-yl]amino}[1,1'-biphenyl]-4-yl)oxy]ethyl}carbamate C1(CC1)C1CN(CCO1)C=1N=C(C2=C(N1)C(N(C2)C(C)C)=O)NC2=CC=C(C=C2)C2=CC=C(C=C2)OCCNC(OC(C)(C)C)=O